4-chloro-6-(2-isopentyl-6-methyl-phenyl)-5-methyl-pyrimidin-2-amine ClC1=NC(=NC(=C1C)C1=C(C=CC=C1C)CCC(C)C)N